N1=C(C=C(C=C1C)C)C 2,4,6-collidine